(5-ethyl-1,3-dioxane-5-yl)acrylic acid methyl ester COC(C(=C)C1(COCOC1)CC)=O